C(C)(C)(C)OC(=O)N1[C@@H](C[C@H](C1)NC(=O)C=1OC(=NN1)C1=C(C=CC(=C1)C#N)C1CC1)CN1N=NC=C1 (2s,4r)-2-((1H-1,2,3-triazol-1-yl)methyl)-4-(5-(5-cyano-2-cyclopropylphenyl)-1,3,4-oxadiazole-2-carboxamido)-pyrrolidine-1-carboxylic acid tert-butyl ester